FC1=CC(=CC(=C1)C(F)(F)F)[N+](=O)[O-] 1-fluoro-3-nitro-5-(trifluoromethyl)benzene